NC1CC(CCC1)N1N=C(C=C1OCC)C1=CC(=C(C#N)C=C1)F 4-(1-(3-aminocyclohexyl)-5-ethoxy-1H-pyrazol-3-yl)-2-fluorobenzonitrile